(Mercaptomethyl)methan SCC